tert-butyl ((5-(5-methoxybenzo[d]thiazol-2-yl)pyridin-3-yl)methyl)carbamate COC=1C=CC2=C(N=C(S2)C=2C=C(C=NC2)CNC(OC(C)(C)C)=O)C1